BrC=1C=C(C=CC1[N+](=O)[O-])O 3-bromo-4-nitrophenol